C(#N)C(CC=1NC2=CC(=CC=C2C1)C=1C=CC2=C(N(C(O2)=O)C)C1)NC(=O)[C@H]1OCCCNC1 (2S)-N-{1-cyano-2-[6-(3-methyl-2-oxo-1,3-benzoxazol-5-yl)-1H-indol-2-yl]ethyl}-1,4-oxazepane-2-carboxamide